FC=1C=C(C=NC1CN1C(=NC=2C=NC(=C(C21)C2=CC=CC=C2)OC([2H])([2H])[2H])C)S(=O)(=O)N 5-fluoro-6-((6-(methoxy-d3)-2-methyl-7-phenyl-1H-imidazo[4,5-c]pyridin-1-yl)methyl)pyridine-3-sulfonamide